ClC1=NC=C(C(=O)NC2C(C2)CO)C(=C1)NC(C)C racemic-6-chloro-N-(2-(hydroxymethyl)cyclopropyl)-4-(isopropylamino)nicotinamide